6-(ethoxymethyl)-9,9-dimethyl-2-(piperidin-1-ylmethyl)-9,10-dihydroacridine C(C)OCC=1C=C2NC=3C=CC(=CC3C(C2=CC1)(C)C)CN1CCCCC1